N-((S)-(6-methoxyquinol-4-yl)((1S,2S,4S,5R)-5-vinylquinuclidin-2-yl)methyl)-3,5-bis(trifluoromethyl)benzenesulfonamide COC=1C=C2C(=CC=NC2=CC1)[C@H](NS(=O)(=O)C1=CC(=CC(=C1)C(F)(F)F)C(F)(F)F)[C@H]1N2C[C@@H]([C@H](C1)CC2)C=C